tert-butyl (3R)-3-[(2-chloro-6-nitrophenyl)amino]azepane-1-carboxylate ClC1=C(C(=CC=C1)[N+](=O)[O-])N[C@H]1CN(CCCC1)C(=O)OC(C)(C)C